(5S)-8-chloro-7-(2,6-difluorophenyl)-2,5,9-trimethyl-5H-pyrimido[1,2-a][1,4]benzodiazepine-3-One ClC1=C(C=CC2=C1C(=N[C@H](C=1N2C=C(C(N1)=O)C)C)C1=C(C=CC=C1F)F)C